CS(=O)(=O)C1=CC(=C(C(=O)NC(=N)N)C=C1S(=O)(=O)C)C N-(4,5-BISMETHANESULFONYL-2-METHYLBENZOYL)GUANIDINE